C1(CC1)C1=CC=CC2=C1C(=NO2)N(S(=O)(=O)C2=C(C=CC(=C2)CC)OC)CC2=C(C=C(C=C2)OC)OC N-(4-cyclopropylbenzo[d]isoxazol-3-yl)-N-(2,4-dimethoxybenzyl)-5-ethyl-2-methoxybenzenesulfonamide